6-((Benzyl)oxy)-9H-purin C(C1=CC=CC=C1)OC1=C2N=CNC2=NC=N1